ClC1=C(C=NC2=CC(=C(C=C12)OC)OC)N 4-chloro-6,7-dimethoxyquinolin-3-amine